(2R,3R,4S,5R)-2-(2-chloroacetoxy)-6-(3-((5-(4-fluorophenyl) thiophen-2-yl) methyl)-4-methylphenyl)-6-oxohexane-1,3,4,5-tetrayl tetrabenzoate C(C1=CC=CC=C1)(=O)OC[C@H]([C@H]([C@@H]([C@H](C(=O)C1=CC(=C(C=C1)C)CC=1SC(=CC1)C1=CC=C(C=C1)F)OC(C1=CC=CC=C1)=O)OC(C1=CC=CC=C1)=O)OC(C1=CC=CC=C1)=O)OC(CCl)=O